6-(Pyrazolo[1,5-a]pyrimidin-6-ylmethyl)-N-(3-(trifluoromethyl)phenyl)-4,5,6,7-tetrahydrothieno[2,3-c]pyridin-3-carboxamid N1=CC=C2N1C=C(C=N2)CN2CC1=C(CC2)C(=CS1)C(=O)NC1=CC(=CC=C1)C(F)(F)F